bis(pentafluorophenyl)difluorogallate FC1=C(C(=C(C(=C1OC=1C(=C(C(=C(C(=O)[O-])C1F)F)OC1=C(C(=C(C(=C1F)F)F)F)F)O)F)F)F)F